1,4-dimercapto-1-butyne SC#CCCS